6-(4-formyl-2H-1,2,3-triazol-2-yl)4-methylnicotinonitrile C(=O)C1=NN(N=C1)C1=NC=C(C#N)C(=C1)C